Cl.C1(CC1)CC1NCCC2=CC=C(C=C12)N(C1=NC=CC=C1)C (cyclopropylmethyl)-N-methyl-N-(pyridin-2-yl)-1,2,3,4-tetrahydroisoquinolin-7-amine hydrochloride